NC1=NC=CC2=C1CC(C2)C(=O)NC2=NC=CC(=C2)NCC=2N=C1N(C=C(C=C1)C1CC1)C2 1-amino-N-(4-(((6-cyclopropylimidazo[1,2-a]pyridin-2-yl)methyl)amino)pyridin-2-yl)-6,7-dihydro-5H-cyclopenta[c]pyridine-6-carboxamide